2-[(2-furylmethyl)amino]-5-(sulfamoyl)-4-chlorobenzoic acid O1C(=CC=C1)CNC1=C(C(=O)O)C=C(C(=C1)Cl)S(N)(=O)=O